C[C@H](CCCC(C)C)[C@H]1CC[C@@H]2[C@@]1(CC[C@H]3[C@H]2CCC4=CC(=O)NCC[C@]34C)C The molecule is a member of the class of caprolactams resulting from the Beckmann rearrangement of the oxime derivative of cholest-4-en-3-one. It is a member of caprolactams, an organic heterotetracyclic compound and a semisynthetic derivative.